ClC=1C(=NC(=CC1)Cl)C=1N=C(SC1C)C1=CC=CC=C1 4-(3,6-dichloropyridin-2-yl)-5-methyl-2-phenylthiazole